C(CCC)N1C=NC2=C1C=CC=C2F butyl-4-fluoro-1H-benzimidazol